Methyl 4-allyltetrahydro-2H-pyran-4-carboxylate C(C=C)C1(CCOCC1)C(=O)OC